C1(CC1)C=1C(=C2C(=NC1N1N=C(C=C1)C=1C=C(C=CC1)C)N(C(=N2)C(=O)N)C)N2CCOCC2 cyclopropyl-3-methyl-7-morpholino-5-(3-(m-tolyl)-1H-pyrazol-1-yl)-3H-imidazo[4,5-b]pyridine-2-carboxamide